CC1(COC1)NS(=O)(=O)C=1C=C2C(NC(NC2=CC1)=O)=O N-(3-methyloxetan-3-yl)-2,4-dioxo-1,3-dihydroquinazoline-6-sulfonamide